C1(CC1)NC(CCOC1=CC(=CC=C1)C=O)=O N-CYCLOPROPYL-3-(3-FORMYLPHENOXY)PROPANAMIDE